[4-[2-(2-azabicyclo[4.1.0]heptan-7-yl)-3H-imidazo[4,5-b]pyridin-7-yl]-1-piperidyl]-[4-(trifluoromethoxy)phenyl]methanone C12NCCCC2C1C1=NC=2C(=NC=CC2C2CCN(CC2)C(=O)C2=CC=C(C=C2)OC(F)(F)F)N1